2-(trifluoromethyl)-3,5,7,8-tetrahydro-4H-spiro[quinazoline-6,2'-[1,3]dioxolan]-4-one FC(C1=NC=2CCC3(OCCO3)CC2C(N1)=O)(F)F